tert-butyl (3S)-3-[[8-carbamoyl-6-(4-[[(2S)-2-methylmorpholin-4-yl]methyl]phenyl)pyrido[3,2-d]pyrimidin-4-yl]amino]piperidine-1-carboxylate C(N)(=O)C1=CC(=NC2=C1N=CN=C2N[C@@H]2CN(CCC2)C(=O)OC(C)(C)C)C2=CC=C(C=C2)CN2C[C@@H](OCC2)C